methyl N-[4-carbamoyl-1-[4-(cyanomethyl)-1-[(4-ethynylphenyl)methyl]-3-fluoro-4-piperidyl]pyrazol-3-yl]carbamate C(N)(=O)C=1C(=NN(C1)C1(C(CN(CC1)CC1=CC=C(C=C1)C#C)F)CC#N)NC(OC)=O